6,6,9-trimethyl-3-pentyl-2-(thiophen-3-yl)-6H-benzo[c]chromen-1-ol CC1(OC=2C=C(C(=C(C2C2=C1C=CC(=C2)C)O)C2=CSC=C2)CCCCC)C